bis((4R,4aS,7aS,12bS)-3-(cyclopropylmethyl)-4a-hydroxy-7-methylene-2,3,4,4a,5,6,7,7a-octahydro-1H-4,12-methanobenzofuro[3,2-e]isoquinolin-9-yl) adipate C(CCCCC(=O)OC1=CC=C2C3=C1O[C@@H]1[C@]34CCN([C@@H]([C@@]4(CCC1=C)O)C2)CC2CC2)(=O)OC2=CC=C1C4=C2O[C@@H]2[C@]43CCN([C@@H]([C@@]3(CCC2=C)O)C1)CC1CC1